2-[4-(2-Amino-[1,2,4]triazolo[1,5-a]pyridin-7-yl)phenyl]-N-(3,4-dimethylphenyl)acetamide NC1=NN2C(C=C(C=C2)C2=CC=C(C=C2)CC(=O)NC2=CC(=C(C=C2)C)C)=N1